(2-fluoro-6-(1H-pyrazol-1-yl)phenyl)methylamine FC1=C(C(=CC=C1)N1N=CC=C1)CN